6-(1-(2-morpholinoethyl)-1H-indol-5-yl)picolinamide O1CCN(CC1)CCN1C=CC2=CC(=CC=C12)C1=CC=CC(=N1)C(=O)N